CC1(C(CCCC1)C(=O)O)C 2,2-dimethylcyclohexane-1-carboxylic acid